C(C)(C)(C)[C@@]1(N(C[C@H](N(C1)C(C1=NC=CC=C1F)C1=CC=C(C=C1)F)C)C(=O)OC1CCC(CC1)OC)C p-methoxycyclohexanol tert-butyl-(2S,5R)-4-((4-fluorophenyl)(3-fluoropyridin-2-yl)methyl)-2,5-dimethylpiperazine-1-carboxylate